(E)-10-Benzylidene-3,3,6,7-tetramethyl-2,3,4a,9,9a,10-hexahydro-1H-indeno[1,2-c]pyrazolo[1,2-a]pyrazol-1-one C(/C1=CC=CC=C1)=C\1/C2C(N3N1C(CC3(C)C)=O)C=3C=C(C(=CC3C2)C)C